CC=1C=C(CN2C3=C(C(=C(CC2=O)C(=O)OC)O)C=CC=C3)C=CC1C Methyl 1-(3,4-dimethylbenzyl)-5-hydroxy-2-oxo-2,3-dihydro-1H-benzo[b]azepine-4-carboxylate